FC1=C(C(=C(C=C1C1=NN(C2=NC(=NC=C21)C2CCN(CC2)S(=O)(=O)C)C)C(F)(F)F)F)O 2,6-Difluoro-3-(1-methyl-6-(1-(methylsulfonyl)piperidin-4-yl)-1H-pyrazolo[3,4-d]pyrimidin-3-yl)-5-(trifluoromethyl)phenol